Cl.CC=1OC2=C(C1)C(=CC=C2COC2=NC(=CC=C2)C2CCNCC2)C(F)(F)F 2-((2-methyl-4-(trifluoromethyl)benzofuran-7-yl)methoxy)-6-(piperidin-4-yl)pyridine hydrochloride